2-(6-bromo-1-oxo-4-spiro[2.3]hexan-5-yloxyphthalazin-2-yl)-N-(5-fluoropyrimidin-2-yl)acetamide BrC=1C=C2C(=NN(C(C2=CC1)=O)CC(=O)NC1=NC=C(C=N1)F)OC1CC2(CC2)C1